FC=1C=C(C=CC1F)[C@H]1[C@@H](C1)NC=1C2=C(N=C(N1)C1=NC=C(C=C1)F)SC(=C2)C N-((1R,2S)-2-(3,4-difluorophenyl)cyclopropyl)-2-(5-fluoropyridin-2-yl)-6-methylthieno[2,3-d]pyrimidin-4-amine